C[C@@H]1C[C@@H]([C@@]2([C@@H]([C@@]1(C)[C@@H]3C[C@H]4C=CO[C@H]4O3)CCC[C@]25CO5)COC(=O)C)OC(=O)C The molecule is a diterpenoid isolated from Ajuga bracteosa. It has a role as a plant metabolite. It is an acetate ester, a diterpenoid, a furofuran, a spiro-epoxide and a cyclic acetal.